5-(Methylamino)-3-[4-[(1S,4S)-5-methyl-2,5-diazabicyclo[2.2.1]heptan-2-yl]anilino]-6-(3-methylimidazo[4,5-c]pyridin-7-yl)pyrazin-2-carboxamid CNC=1N=C(C(=NC1C=1C2=C(C=NC1)N(C=N2)C)C(=O)N)NC2=CC=C(C=C2)N2[C@@H]1CN([C@H](C2)C1)C